N,N-dimethyl-5-(1-methyl-1H-indazol-5-yl)nicotinamide CN(C(C1=CN=CC(=C1)C=1C=C2C=NN(C2=CC1)C)=O)C